tert-butyl (R)-2-(((1-cyclohexyl-1H-imidazol-4-yl)methyl)(phenyl)carbamoyl)azetidine-1-carboxylate C1(CCCCC1)N1C=NC(=C1)CN(C(=O)[C@@H]1N(CC1)C(=O)OC(C)(C)C)C1=CC=CC=C1